C1(=CC(=CC=C1)C1=NC(=NC=C1Cl)NC=1C=C(C=NC1)NC(CCCCCCN1CCNCC1)=O)C1=CC=CC=C1 N-(5-((4-([1,1'-biphenyl]-3-yl)-5-chloropyrimidin-2-yl)amino)pyridin-3-yl)-7-(piperazin-1-yl)heptanamide